C12(CC(C1)C2)CNC(=O)C=2N=C(SC2Br)C2=C(C=CC=C2)F N-(bicyclo[1.1.1]pent-1-ylmethyl)-5-bromo-2-(2-fluorophenyl)thiazole-4-carboxamide